6-(2-(5-Cyclopropyl-3-(2-(trifluoromethyl)phenyl)isoxazol-4-yl)-7-azaspiro[3.5]non-1-en-7-yl)-1-methyl-1H-indazol C1(CC1)C1=C(C(=NO1)C1=C(C=CC=C1)C(F)(F)F)C1=CC2(C1)CCN(CC2)C2=CC=C1C=NN(C1=C2)C